[7-[2-[7-(2-butyloctanoyloxy)heptanoyloxymethyl]-3-hydroxy-2-(hydroxymethyl)propoxy]-7-oxo-heptyl] 2-butyloctanoate C(CCC)C(C(=O)OCCCCCCC(=O)OCC(CO)(CO)COC(CCCCCCOC(C(CCCCCC)CCCC)=O)=O)CCCCCC